(3-(hydroxymethyl)-1-trityl-1H-pyrazolo[4,3-c]pyridin-6-yl)acetamide OCC1=NN(C2=C1C=NC(=C2)CC(=O)N)C(C2=CC=CC=C2)(C2=CC=CC=C2)C2=CC=CC=C2